N-[6-[4-[4-[(2,6-dioxo-3-piperidyl)amino]phenyl]piperazin-1-yl]hexyl]-5-[rac-(2R)-2-(2,5-difluorophenyl)pyrrolidin-1-yl]pyrazolo[1,5-a]pyrimidine-3-carboxamide O=C1NC(CCC1NC1=CC=C(C=C1)N1CCN(CC1)CCCCCCNC(=O)C=1C=NN2C1N=C(C=C2)N2[C@H](CCC2)C2=C(C=CC(=C2)F)F)=O |r|